TERPINYL FORMATE CC1=CCC(CC1)C(C)(C)OC=O